FC1=CC=C(C=C1)[C@@H]([C@H](CC)O)O 1-(4-fluorophenyl)-(S,S)-1,2-butanediol